C1CN2CCCC(C=3NC=4C=CC(=CC4C31)O)C2 1,4,5,6,7,8-hexahydro-2H-3,7-methanoazonino[5,4-b]indol-11-ol